(S)-4-(1-naphthoylamino)-5-oxo-5-((2-(p-toluenesulfonothioyl)phenyl)amino)pentanoic acid C1(=CC=CC2=CC=CC=C12)C(=O)N[C@@H](CCC(=O)O)C(NC1=C(C=CC=C1)S(=O)(=S)C1=CC=C(C)C=C1)=O